Cl.ClC1=CC=C2CN3C(=NC2=C1)SC=C3CCl 8-chloro-3-(chloromethyl)-5H-thiazolo[2,3-b]Quinazoline hydrochloride